C[Si](N[Si](C)(C)C)(C)C.[K] potassium 1,1,1,3,3,3-hexamethyldisilazane